C(C)(C)(C)C1=NC(=CC(=N1)N1CCNCC1)C(F)(F)F 2-(tert-butyl)-4-(piperazin-1-yl)-6-(trifluoromethyl)pyrimidine